(S)-((R)-6-fluoro-6,7-dihydro-5H-pyrrolo[1,2-c]imidazol-1-yl)(1H-indol-2-yl)methanamine F[C@@H]1CC=2N(C=NC2[C@@H](N)C=2NC3=CC=CC=C3C2)C1